butyl (2-(1,1-dioxidothiomorpholino)-4-((2-(trifluoromethyl)benzyl)carbamoyl)thiazol-5-yl)carbamate O=S1(CCN(CC1)C=1SC(=C(N1)C(NCC1=C(C=CC=C1)C(F)(F)F)=O)NC(OCCCC)=O)=O